BrC1=NN(C(=C1)[C@H](OC)C1CC1)C 3-bromo-5-[(R)-cyclopropyl(methoxy)methyl]-1-methyl-1H-pyrazole